1-(2-hydroxy-4-(isobutylthio)phenyl)ethan-1-one OC1=C(C=CC(=C1)SCC(C)C)C(C)=O